2-(1H-indol-3-yl)-N-(2-isopropyl-1H-benzo[d]imidazol-5-yl)acetamide N1C=C(C2=CC=CC=C12)CC(=O)NC1=CC2=C(NC(=N2)C(C)C)C=C1